2-bromo-3,4,5-trimethylphenol BrC1=C(C=C(C(=C1C)C)C)O